FC1=C(C2=C(C(=N1)OC)N=C(S2)NC(=O)N2C[C@]1(CC2)COCCC1)C1=CC=CC=C1 (5S)-N-{6-Fluoro-4-methoxy-7-phenyl-[1,3]thiazolo[4,5-c]pyridin-2-yl}-7-oxa-2-azaspiro[4.5]decan-2-carboxamid